C(C)C(CC1=C(C(=O)O)C=CC=C1)(C(C(C)CC)C1=C(C(=O)O)C=CC=C1)CC.OC1=CC=C(C=C1)C(C)(C)C1=CC=C(C=C1)O 2,2-bis-(4-hydroxyphenyl)propane 2,2,4-Triethyl-1,3-Pentanediyl-Dibenzoate